O1CCC(CC1)C1=CC=C(O1)C(=O)OC methyl 5-tetrahydropyran-4-ylfuran-2-carboxylate